2-propyl acetate C(C)(=O)OC(C)C